6-bromo-2-(methylsulfinyl)pyrido[2,3-d]pyrimidin-7(8H)-one BrC1=CC2=C(N=C(N=C2)S(=O)C)NC1=O